COC=1C=C(C=CC1NCC#C)S(=O)(=O)N 3-methoxy-4-(prop-2-yn-1-ylamino)benzenesulfonamide